NC1=NC=CC2=C(C=CC=C12)C=1C=C2C(=NN(C2=CC1)C1COCC1)CN1C=CC2=CC=CC(=C12)C(=O)O 1-((5-(1-aminoisoquinolin-5-yl)-1-(tetrahydrofuran-3-yl)-1H-indazol-3-yl)methyl)-1H-indole-7-carboxylic acid